2,4-diamino-6-methacryloyl-oxyethyl-s-triazine NC1=NC(=NC(=N1)N)CCOC(C(=C)C)=O